NC1=NC=C(C=C1C=1C=C2CCNC(C2=CC1)=O)C1=CC=C(C=C1)N1[C@@H](COCC1)C (R)-6-(2-amino-5-(4-(3-methylmorpholino)phenyl)pyridin-3-yl)-3,4-dihydroisoquinolin-1(2H)-one